3-[1-(3-hydroxypropyl)indol-3-yl]-4-(1-methyl-5-nitroindol-3-yl)-1H-pyrrole-2,5-dione OCCCN1C=C(C2=CC=CC=C12)C=1C(NC(C1C1=CN(C2=CC=C(C=C12)[N+](=O)[O-])C)=O)=O